2-methyl-6-(4,4,5,5-tetramethyl-1,3,2-dioxaborolan-2-yl)quinoline CC1=NC2=CC=C(C=C2C=C1)B1OC(C(O1)(C)C)(C)C